C(C=C)(=O)N1C[C@H](CC1)OC=1N=C2C(=NC1)NC=C2C(=O)N[C@@H](COC)C 2-{[(3S)-1-acryloylpyrrolidin-3-yl]oxy}-N-[(2R)-1-methoxy-propan-2-yl]-5H-pyrrolo[2,3-b]pyrazine-7-carboxamide